NC1=CC(=C(C=C1)C=1C(CN(CC1)C(=O)OC(C)(C)C)(F)F)F tert-butyl 4-(4-amino-2-fluoro-phenyl)-3,3-difluoro-2,6-dihydropyridine-1-carboxylate